1-(3-(6-(2-hydroxyphenyl)-2H-indazol-2-yl)piperidin-1-yl)prop-2-en-1-one methyl-2-acetyl-9,13-dimethyl-5-methylenetetradecane-8,12-dienoate COC(C(CCC(CCC=C(CCC=C(C)C)C)=C)C(C)=O)=O.OC1=C(C=CC=C1)C=1C=CC2=CN(N=C2C1)C1CN(CCC1)C(C=C)=O